2-(4-chloro-3-fluoro-phenoxy)-N-[1-[2-[cis-3-(trifluoromethoxy)cyclobutoxy]ethylamino]-3-bicyclo[1.1.1]pentanyl]acetamide sodium [Na].ClC1=C(C=C(OCC(=O)NC23CC(C2)(C3)NCCO[C@@H]3C[C@@H](C3)OC(F)(F)F)C=C1)F